C(C1=CC=CC=C1)(C1=CC=CC=C1)(C1=CC=CC=C1)N1C=NC(=C1)CCCCCCC(=O)O 7-(1-trityl-1H-imidazol-4-yl)heptanoic Acid